NCCOCCOCCOCCOCCOCCOCCOCCOCCC(=O)N1CC2=CC=C(C=C2CC1)CN1N=C(C=2C1=NC=NC2N)C=2C=CC1=C(N=C(O1)N)C2 1-amino-27-(6-((4-amino-3-(2-aminobenzo[d]oxazol-5-yl)-1H-pyrazolo[3,4-d]pyrimidin-1-yl)methyl)-3,4-dihydroisoquinolin-2(1H)-yl)-3,6,9,12,15,18,21,24-octaoxaheptacosan-27-one